3-[4-[1-[[4-[4-[4-(aminomethyl)-3-methyl-phenyl]thieno[2,3-b]pyridin-2-yl]phenyl]methyl]-4-piperidyl]anilino]piperidine-2,6-dione HCl salt Cl.NCC1=C(C=C(C=C1)C1=C2C(=NC=C1)SC(=C2)C2=CC=C(C=C2)CN2CCC(CC2)C2=CC=C(NC1C(NC(CC1)=O)=O)C=C2)C